tetraphenyl-diphenyl-phenanthrene C1(=CC=CC=C1)C=1C(=C2C=3C(=C(C(=C(C3C=CC2=CC1)C1=CC=CC=C1)C1=CC=CC=C1)C1=CC=CC=C1)C1=CC=CC=C1)C1=CC=CC=C1